1-ethyl-2-methyl-benzimidazole C(C)N1C(=NC2=C1C=CC=C2)C